7-(1-tert-butyl-1H-pyrazol-4-yl)quinolin-5-ol C(C)(C)(C)N1N=CC(=C1)C=1C=C(C=2C=CC=NC2C1)O